C(C)OC(CC1(CN(C2CNC12)C(=O)[O-])NC(=O)OCC[Si](C)(C)C)=O 4-(2-ethoxy-2-oxoethyl)-4-(((2-(trimethylsilyl) ethoxy) carbonyl) amino)-2,6-diazabicyclo[3.2.0]Heptane-2-carboxylate